(2R,4S)-tert-butyl 4-(4-chloro-3-((1-ethyl-1H-benzo[d]imidazol-5-yl)ethynyl)-1H-pyrrolo[3,2-c]pyridin-1-yl)-2-(methoxymethyl)pyrrolidine-1-carboxylate ClC1=NC=CC2=C1C(=CN2[C@H]2C[C@@H](N(C2)C(=O)OC(C)(C)C)COC)C#CC2=CC1=C(N(C=N1)CC)C=C2